4-[2,3-difluoro-4-(4,4,5,5-tetramethyl-1,3,2-dioxaborolan-2-yl)phenyl]-3-isopropyl-1-(2-methoxyethyl)pyrazole FC1=C(C=CC(=C1F)B1OC(C(O1)(C)C)(C)C)C=1C(=NN(C1)CCOC)C(C)C